ClC1=C(C=C(C=C1)NC(C(F)(F)C1=CC=C(OC2=CC(=NC=C2)C(=O)NC)C=C1)=O)C(F)(F)F 4-(4-(2-((4-chloro-3-(trifluoromethyl)phenyl)amino)-1,1-difluoro-2-oxoethyl)phenoxy)-N-methylpyridinecarboxamide